N-tetradecyl-sarcosine C(CCCCCCCCCCCCC)N(C)CC(=O)O